1,22-docosanediol dimethacrylate C(C(=C)C)(=O)OCCCCCCCCCCCCCCCCCCCCCCOC(C(=C)C)=O